MORPHOLINYLPYRIDONE N1(CCOCC1)C=1C(NC=CC1)=O